3-methyl-1,2,4-triazolo[4,3-a]pyrazine CC1=NN=C2N1C=CN=C2